C(C)(C)(C)OC(=O)C1=C(N=CS1)I 4-iodothiazole-5-carboxylic acid tert-butyl ester